ethyl (S)-2-(5-(N-(11-(1,3-dioxoisoindolin-2-yl) undecyl)-1-(isoquinolin-4-yl) piperidine-3-carboxamido)-2-oxopyridin-1(2H)-yl)acetate O=C1N(C(C2=CC=CC=C12)=O)CCCCCCCCCCCN(C(=O)[C@@H]1CN(CCC1)C1=CN=CC2=CC=CC=C12)C=1C=CC(N(C1)CC(=O)OCC)=O